ClCC1CC(=O)O1 β-chloromethyl-β-propiolactone